5-bromo-4-methyl-1H-1,2,3-triazole BrC1=C(N=NN1)C